CC(CCC(C=1N=NNN1)NC1=NC=NC2=CC(=CC=C12)C(F)(F)F)(C)C [4,4-dimethyl-1-(2H-tetraazol-5-yl)pentyl][7-(trifluoromethyl)-4-quinazolinyl]amine